2-[6-amino-5-[8-[2-[3-(3-tetrahydrofuran-3-ylazetidin-1-yl)prop-1-ynyl]-4-pyridinyl]-3,8-diazabicyclo[3.2.1]oct-3-yl]pyridazin-3-yl]phenol NC1=C(C=C(N=N1)C1=C(C=CC=C1)O)N1CC2CCC(C1)N2C2=CC(=NC=C2)C#CCN2CC(C2)C2COCC2